4-((2-((6,6-dimethyl-2-(trifluoromethyl)-4,5,6,7-tetrahydrobenzofuran-7-yl)amino)-3,4-dioxocyclobut-1-en-1-yl)amino)-3-hydroxy-N,N-dimethylpicolinamide CC1(C(C2=C(C=C(O2)C(F)(F)F)CC1)NC1=C(C(C1=O)=O)NC1=C(C(=NC=C1)C(=O)N(C)C)O)C